N-(naphthalen-2-yl)-1-(4-(1-(tetrahydro-2H-pyran-2-yl)-1H-pyrazol-4-yl)phenyl)piperidine-4-carboxamide C1=C(C=CC2=CC=CC=C12)NC(=O)C1CCN(CC1)C1=CC=C(C=C1)C=1C=NN(C1)C1OCCCC1